FC1=C(C=CC(=C1)C1=CC2=C(N=C(N=C2)N[C@@H]2CNC[C@H](C2)F)C=N1)NS(=O)(=O)CC1=CC=CC=C1 N-(2-fluoro-4-(2-(((3S,5S)-5-fluoropiperidin-3-yl)amino)pyrido[3,4-d]pyrimidin-6-yl)phenyl)-1-phenyl-methanesulfonamide